FC(C1=NN=C(S1)N1C(N(C2=C1C=CC(=C2)F)CC)=O)F 1-[5-(difluoromethyl)-1,3,4-thiadiazol-2-yl]-3-ethyl-5-fluoro-benzimidazol-2-one